C1(CCCCC1)C1=CC=NC=2N1N=CC2 7-cyclohexylpyrazolo[1,5-a]pyrimidin